2-(5-(4-bromophenyl)-3-(3-methoxyphenyl)-4,5-dihydro-1H-pyrazol-1-yl)-4-methylthiazole BrC1=CC=C(C=C1)C1CC(=NN1C=1SC=C(N1)C)C1=CC(=CC=C1)OC